disodium bicyclo[2.2.1]heptenedicarboxylate C12(C(=CC(CC1)C2)C(=O)[O-])C(=O)[O-].[Na+].[Na+]